CC=1C=CC=2C(C3=CC=C(C=C3OC2C1)C)NC(=O)C=1C(NC(=C(C1)C)C(F)(F)F)=O N-(3,6-dimethyl-9H-xanthen-9-yl)-5-methyl-2-oxo-6-(trifluoromethyl)-1,2-dihydropyridine-3-carboxamide